4-(5-methyl-7-((2-(trimethylsilyl)ethoxy)methyl)-7H-pyrrolo[2,3-d]pyrimidin-4-yl)-3,4-dihydro-2H-1,4-thiazine-6-carboxylic acid CC1=CN(C=2N=CN=C(C21)N2CCSC(=C2)C(=O)O)COCC[Si](C)(C)C